3-chloro-5-((R)-3-methyl-4-((1R,2R)-2-methylcyclopropanecarbonyl)piperazin-1-yl)pyrazine-2-carbonitrile ClC=1C(=NC=C(N1)N1C[C@H](N(CC1)C(=O)[C@H]1[C@@H](C1)C)C)C#N